6-bromo-2-(4-chlorophenyl)-3-(4-chlorophenyl)-4-fluoro-3-hydroxyisoindolin-1-one BrC1=CC(=C2C(N(C(C2=C1)=O)C1=CC=C(C=C1)Cl)(O)C1=CC=C(C=C1)Cl)F